O1C(=CC=C1)C1=CC(=NO1)C(=O)NC=1C=NN(C1)C1CN(CC1)C(=O)OC(C)(C)C tert-butyl 3-(4-(5-(furan-2-yl)isoxazole-3-carboxamido)-1H-pyrazol-1-yl)pyrrolidine-1-carboxylate